FC(C(C(=O)N(CC1=C(C(=CC(=C1)F)F)F)C)(C)C)(C)F 3,3-difluoro-N,2,2-trimethyl-N-(2,3,5-trifluorobenzyl)butanamide